di(8-methyl-1-nonyl) phthalate C(C=1C(C(=O)OCCCCCCCC(C)C)=CC=CC1)(=O)OCCCCCCCC(C)C